[F-].C[NH+]1C(CCC1)CCCC 1-methyl-2-butylpyrrolidinium fluoride salt